[N+](=O)([O-])C1=C2C(N(C(C2=CC=C1)=O)C(=O)OCC)=O ethyl 4-nitro-1,3-dioxo-isoindoline-2-carboxylate